(R)-2-hydroxy-5,5-dimethyl-2-((3-(4,4,5,5-tetramethyl-1,3,2-dioxaborolan-2-yl)phenyl)ethynyl)cyclopentan-1-one O[C@@]1(C(C(CC1)(C)C)=O)C#CC1=CC(=CC=C1)B1OC(C(O1)(C)C)(C)C